3-(1-(2,2-difluoroethyl)-1H-pyrazolo[3,4-b]pyrazin-6-yl)-9-(5-(trifluoromethyl)pyrazin-2-yl)-3,9-diazaspiro[5.5]undecane FC(CN1N=CC=2C1=NC(=CN2)N2CCC1(CC2)CCN(CC1)C1=NC=C(N=C1)C(F)(F)F)F